N-{[2-(2,6-dioxo(3-piperidyl))-1,3-dioxoisoindolin-4-yl]methyl}(butylamino)carboxamide O=C1NC(CCC1N1C(C2=CC=CC(=C2C1=O)CNC(=O)NCCCC)=O)=O